mercury thiocyanate [Hg]SC#N